2-fluoro-N'-(3-methyl-5-(4-(pyrrolidin-3-yl)pyridin-2-yl)benzoyl)benzenesulfonohydrazide hydrochloride Cl.FC1=C(C=CC=C1)S(=O)(=O)NNC(C1=CC(=CC(=C1)C1=NC=CC(=C1)C1CNCC1)C)=O